Bis-[1-(2-nitrophenyl)-ethyl]-N,N-diisopropylphosphoramidite [N+](=O)([O-])C1=C(C=CC=C1)C(C)OP(OC(C)C1=C(C=CC=C1)[N+](=O)[O-])N(C(C)C)C(C)C